Cl.CC1NC(CC(C1)C=1SC2=C(N1)C=CC(=C2)C2=CC1=CN(N=C1C=C2)C)C 2-(2,6-dimethylpiperidin-4-yl)-6-(2-methyl-2H-indazol-5-yl)-1,3-benzothiazole hydrochloride